NC=1C(=NON1)C(=O)OCC Ethyl 4-amino-1,2,5-oxadiazole-3-carboxylate